C(C)(C)(C)NC(C(=O)C1=CC(=C2CCCCN12)C(=O)NC1=CC(=C(C(=C1)F)F)F)=O 3-(2-(tert-butylamino)-2-oxoacetyl)-N-(3,4,5-trifluorophenyl)-5,6,7,8-tetrahydroindolizine-1-carboxamide